4-bromo-2,3-dihydro-1H-indene BrC1=C2CCCC2=CC=C1